3-((3-fluoro-4-(tetradecyloxy)phenyl)sulfonyl)-4-(4-(4-isopropylpiperazin-1-yl)-[1,4'-bipiperidin]-1'-yl)-6-(methylsulfinyl)quinoline FC=1C=C(C=CC1OCCCCCCCCCCCCCC)S(=O)(=O)C=1C=NC2=CC=C(C=C2C1N1CCC(CC1)N1CCC(CC1)N1CCN(CC1)C(C)C)S(=O)C